C(N)(OCCC#C)=O But-3-ynyl carbamate